C1=CC2=C(C(=C(C=C2Br)Br)O)N=C1 dibromoXin